1-(1-Isopropyl-6-(3,9-diazaspiro[5.5]undecane-3-carbonyl)-1H-indol-4-yl)dihydropyrimidine-2,4(1H,3H)-dione C(C)(C)N1C=CC2=C(C=C(C=C12)C(=O)N1CCC2(CC1)CCNCC2)N2C(NC(CC2)=O)=O